L-tryptophan, hydrochloride Cl.N[C@@H](CC1=CNC2=CC=CC=C12)C(=O)O